C(OC1=C(C(=CC=C1)CCC)CCC)(OC1=C(C(=CC=C1)CCC)CCC)=O di(dipropylphenyl) carbonate